((S)-2-(((2R,3S,4R,5R)-5-(6-chloro-4-(cyclopentylamino)-1H-pyrazolo[3,4-d]pyrimidin-1-yl)-3,4-dihydroxytetrahydrofuran-2-yl)methoxy)-1-(methylsulfonyl)propan-2-yl)phosphonic acid ClC1=NC(=C2C(=N1)N(N=C2)[C@H]2[C@@H]([C@@H]([C@H](O2)CO[C@@](CS(=O)(=O)C)(C)P(O)(O)=O)O)O)NC2CCCC2